3-(benzyloxy)-1-bromo-2-methylnaphthalene C(C1=CC=CC=C1)OC=1C(=C(C2=CC=CC=C2C1)Br)C